C(CCCCCCCCCC=CCCCCCCCC)(=O)OCCCCCCCCCCC(CC)C 11-methyltridecyl eicos-11-enoate